2,2'-[(2-Hydroxyethyl)imino]diacetic acid OCCN(CC(=O)O)CC(=O)O